BrC1=CC(=C(CCNC(=O)C2=C(C(=O)OCC)C=CC=C2)C=C1OC)OC ethyl 2-((4-bromo-2,5-dimethoxyphenethyl)carbamoyl)benzoate